CSCOC=1C=C(C=CC1OC)C(CN1C(=CC(C=C1C)=O)C)O 1-(2-(3-methylthiomethoxy-4-methoxyphenyl)-2-hydroxyethyl)-2,6-dimethylpyridin-4(1H)-one